ClC1=CC=C(N=N1)N1CC(CC1)NC1(CC1)C(F)(F)F 1-(6-chloropyridazin-3-yl)-N-[1-(trifluoromethyl)cyclopropyl]pyrrolidin-3-amine